NC1=CC=C(NC2=NC(=NC(=N2)NC2=CC=C(C=C2)N)C)C=C1 2,4-bis(4-aminoanilino)-6-methyl-1,3,5-triazine